COC=1C(=CC2=C(NC=N2)C1)NC=1N=NC(=CC1C(=O)N(CC(F)(F)F)C)C 3-[(6-methoxy-1H-benzimidazol-5-yl)amino]-N,6-dimethyl-N-(2,2,2-trifluoroethyl)pyridazine-4-carboxamide